methyl 4-((4-methoxybenzyl) amino)-3-methylimidazo[1,5-a]quinoxaline-8-carboxylate COC1=CC=C(CNC=2C=3N(C4=CC(=CC=C4N2)C(=O)OC)C=NC3C)C=C1